O1[C@H](COCC1)CN1N=C2C3=C(CCC2=C1)OC(=C3C(F)(F)F)C(=O)NCCC=3N=CNC3 2-[(2S)-1,4-dioxan-2-ylmethyl]-N-[2-(1H-imidazol-4-yl)ethyl]-8-(trifluoromethyl)-4,5-dihydro-2H-furo[2,3-g]indazole-7-carboxamide